The molecule is a glycosyloxyflavone that is quercetin attached to a 6-deoxy-4-O-beta-D-glucopyranosyl-alpha-L-mannopyranosyl residue at position 3 via a glycosidic linkage. It has a role as a plant metabolite and an antioxidant. It is a glycosyloxyflavone, a tetrahydroxyflavone and a disaccharide derivative. It derives from a quercetin. C[C@H]1[C@@H]([C@H]([C@H]([C@@H](O1)OC2=C(OC3=CC(=CC(=C3C2=O)O)O)C4=CC(=C(C=C4)O)O)O)O)O[C@H]5[C@@H]([C@H]([C@@H]([C@H](O5)CO)O)O)O